FC(CNO)F (2,2-difluoro-ethyl)-hydroxylamine